methyl L-alloisoleucinate N[C@@H]([C@H](C)CC)C(=O)OC